O1C[C@H](CC1)CN1C=NC2=C1C=C(C=C2)C(=O)O 1-{[(3R)-oxolan-3-yl]methyl}-1H-1,3-benzodiazole-6-carboxylic acid